C(#N)C1(CC1)C=1C=C(C(=O)NC(C)C2=NC=CN=C2C2=NC=CC=C2)C=C(C1)C(F)(F)F 3-(1-cyanocyclopropyl)-N-[1-[3-(2-pyridyl)pyrazin-2-yl]ethyl]-5-(trifluoromethyl)benzamide